N1(CCC1)C[C@H](C(=O)NC(C)(C)C1=C(C=CC=C1)F)C (R)-3-(azetidin-1-yl)-N-(2-(2-fluorophenyl)propan-2-yl)-2-methylpropanamide